FC=1C=C(C=NC1)C1=NC(=C2N=CN(C2=N1)[C@H]1[C@@H]([C@@H]([C@H](O1)C(=O)NC)O)O)NCC1=CC(=CC=C1)OC (2S,3S,4R,5R)-5-(2-(5-fluoropyridin-3-yl)-6-((3-methoxybenzyl)amino)-9H-purin-9-yl)-3,4-dihydroxyl-N-methyltetrahydrofuran-2-carboxamide